exo-ribose O=C[C@H](O)[C@H](O)[C@H](O)CO